F[C@H]1CNCC[C@@H]1OCC1CN(C1)C1=CC=CC=2N(C(N(C21)C)=O)C2C(NC(CC2)=O)=O 3-[4-[3-[[(3S,4S)-3-fluoro-4-piperidyl]oxymethyl]azetidin-1-yl]-3-methyl-2-oxo-benzimidazol-1-yl]piperidine-2,6-dione